C(#N)C1(CCC1)NC(=O)C1=C(C=C2CCN3C(C2=C1)=C(C=C3C(=O)N3[C@@](CCC3)(C)[C@@H](C)O)C=3SC=CC3)OC N-(1-cyanocyclobutyl)-3-[(2R)-2-[(1R)-1-hydroxyethyl]-2-methyl-pyrrolidine-1-carbonyl]-8-methoxy-1-(2-thienyl)-5,6-dihydropyrrolo[2,1-a]isoquinoline-9-carboxamide